Cl.N[C@H]1CC[C@H]2CN(C[C@H]21)C2=NC1=C(N2CC2=NC=C(C#N)C=C2)C=CC=C1 6-((2-((3aS,4S,6aR)-4-aminohexahydrocyclopenta[c]pyrrol-2(1H)-yl)-1H-benzo[d]imidazol-1-yl)methyl)nicotinonitrile hydrochloride